N,N'-bis(trimethoxysilylpropyl)urea CO[Si](OC)(OC)CCCNC(=O)NCCC[Si](OC)(OC)OC